Cyanooxainine C(#N)C1OC=CC=C1